8-bromo-2-methyl-5-(5-methylfuran-2-yl)-[1,2,4]triazolo[1,5-c]pyrimidin-7-amine BrC=1C=2N(C(=NC1N)C=1OC(=CC1)C)N=C(N2)C